6,7-dimethoxy-2-methyl-N-{1-[5-(3-methylpyridin-4-yl)thiophen-2-yl]ethyl}quinazolin-4-amine COC=1C=C2C(=NC(=NC2=CC1OC)C)NC(C)C=1SC(=CC1)C1=C(C=NC=C1)C